3-[(2-chloro-6-fluorobenzyl)sulfanyl]-6-methyl-5-propyl-[1,2,4]triazolo[4,3-a]pyrimidin-7(8H)-one ClC1=C(CSC2=NN=C3N2C(=C(C(N3)=O)C)CCC)C(=CC=C1)F